C(C)[C@@H]1N(C[C@H](N(C1)C(C)C1=NC=2N(C=C1)N=C(C2F)C)CC)C=2C=1C(N(C(N2)=O)C)=CN(N1)CC#N 2-(7-((2S,5R)-2,5-diethyl-4-(1-(3-fluoro-2-methylpyrazolo[1,5-a]pyrimidin-5-yl)ethyl)piperazin-1-yl)-4-methyl-5-oxo-4,5-dihydro-2H-pyrazolo[4,3-d]pyrimidin-2-yl)acetonitrile